2-methylpentanoate CC(C(=O)[O-])CCC